7-(2-(dimethoxymethyl)-7-azaspiro[3.5]nonan-7-yl)phthalazin-1(2H)-one COC(C1CC2(C1)CCN(CC2)C2=CC=C1C=NNC(C1=C2)=O)OC